Cl.NC1=C(C=C(C(=O)OC)C=C1)O Methyl 4-amino-3-hydroxybenzoate hydrochloride salt